COC(=O)C1C2CCC(CC12)C 3-Methylbicyclo[4.1.0]heptane-7-carboxylic acid methyl ester